C(C)(C)(C)C=1C=C(C=C(C1O)C(C)(C)C)CCC(=O)OCC(COC(CCC1=CC(=C(C(=C1)C(C)(C)C)O)C(C)(C)C)=O)(COC(CCC1=CC(=C(C(=C1)C(C)(C)C)O)C(C)(C)C)=O)COC(CCC1=CC(=C(C(=C1)C(C)(C)C)O)C(C)(C)C)=O pentaerythritol tetrakis(3-(3,5-di(tert-butyl)-4-hydroxyphenyl) propionate)